5-(2-(2-aminopyridin-3-yl)-5-phenyl-3H-imidazo[4,5-b]pyridin-3-yl)-N-(4-formyl-3-hydroxybenzyl)-2,3-dihydro-1H-indene-1-carboxamide NC1=NC=CC=C1C1=NC=2C(=NC(=CC2)C2=CC=CC=C2)N1C=1C=C2CCC(C2=CC1)C(=O)NCC1=CC(=C(C=C1)C=O)O